methyl 1-((6-((2-chloro-3'-(5-formylpicolinamido)-2'-methyl-[1,1'-bi-phenyl]-3-yl)carbamoyl)pyridin-3-yl)methyl)piperidine-4-carboxylate ClC1=C(C=CC=C1NC(=O)C1=CC=C(C=N1)CN1CCC(CC1)C(=O)OC)C1=C(C(=CC=C1)NC(C1=NC=C(C=C1)C=O)=O)C